ClC1=CC=C2C=CC(=NC2=C1)C=CC=1C=C(C=CC1)C(CCC1=C(C=CC=C1)C(C)(C)O)SCC1(CC1)CC(=O)[O-] 1-[[[1-[3-[2-(7-chloro-2-quinolinyl)ethenyl]phenyl]-3-[2-(1-hydroxy-1-methylethyl)phenyl]propyl]thio]methyl]cyclopropaneacetate